γ-Valerolacton C1(CCC(C)O1)=O